C(C)(C)(C)OC(=O)N[C@@H](COC1=C(C=2C=C(C=NC2C=C1)F)C(=O)OCC1=CC=CC=C1)CO benzyl (R)-6-(2-((tert-butoxycarbonyl)amino)-3-hydroxypropoxy)-3-fluoroquinoline-5-carboxylate